4-(4-methoxy-3-methyl-phenyl)bicyclo[2.2.2]octane-1-carbonitrile COC1=C(C=C(C=C1)C12CCC(CC1)(CC2)C#N)C